N-methyl-p-aminobenzenesulfonate CNC1=CC=C(C=C1)S(=O)(=O)[O-]